S(=O)(=O)(O)OOS(=O)(=O)O.N ammonia Persulfate